BrC1=CC(=C(CNC(=O)[C@@H]2C=3C=CC=NC3[C@H](CC2)O)C=C1)F (5S,8S)-N-(4-bromo-2-fluorobenzyl)-8-hydroxy-5,6,7,8-tetrahydro-quinoline-5-carboxamide